C(C)C=1C(NC=2C=C(C=NC2C1)CN1C[C@@H]([C@H](C1)F)OC=1C=CC(=NC1)C(=O)NC)=O 5-(((3s,4s)-1-((7-ethyl-6-oxo-5,6-dihydro-1,5-naphthyridin-3-yl)methyl)-4-fluoropyrrolidin-3-yl)oxy)-N-methylpyridineamide